4-((2-(2,6-Dioxopiperidin-3-Yl)-1,3-Dioxoisoindolin-5-Yl)Oxy)Butanal O=C1NC(CCC1N1C(C2=CC=C(C=C2C1=O)OCCCC=O)=O)=O